3-((2R,3S,4R,5R)-5-((bis(4-methoxyphenyl)(phenyl)methoxy)methyl)-3-fluoro-4-hydroxytetrahydrofuran-2-yl)pyrimidine-2,4(1H,3H)-dione COC1=CC=C(C=C1)C(OC[C@@H]1[C@H]([C@@H]([C@@H](O1)N1C(NC=CC1=O)=O)F)O)(C1=CC=CC=C1)C1=CC=C(C=C1)OC